C(CCCCCCC)C(C(=O)OCCCCCCCN(CCCCCCCOC(=O)C(CCCCCCCC)CCCCCCCC)CCO)CCCCCCCC 7-{(2-hydroxyethyl)[7-(1-octylnonylcarbonyloxy)heptyl]amino}heptyl 2-octyldecanoate